F[C@@H]1[C@H](CN(CC1)C1=NC2=C(N1C)C=CC(=C2)NC(C=C)=O)NC2=NC=C(C=N2)C(F)(F)F N-(2-((3S,4S)-4-Fluoro-3-((5-(trifluoromethyl)pyrimidin-2-yl)amino)piperidin-1-yl)-1-methyl-1H-benzo[d]imidazol-5-yl)acrylamide